C1(CC1)CN(C(OC(C)(C)C)=O)[C@H]1CN(CCC1)C1=CC(N(C=C1)C(C)C=1C=NN(C1)C1=NC(=CN=C1)N(C)C)=O tert-butyl (cyclopropylmethyl)((3R)-1-(1-(1-(1-(6-(dimethylamino)pyrazin-2-yl)-1H-pyrazol-4-yl)ethyl)-2-oxo-1,2-dihydropyridin-4-yl)piperidin-3-yl)carbamate